2-(((1R,3S)-3-(7-chloro-5-fluoro-1H-benzo[d]imidazol-1-yl)cyclohexyl)amino)-4-(1-(2,2-difluoroethyl)-1H-pyrazol-4-yl)pyrimidine-5-carbonitrile ClC1=CC(=CC2=C1N(C=N2)[C@@H]2C[C@@H](CCC2)NC2=NC=C(C(=N2)C=2C=NN(C2)CC(F)F)C#N)F